C(\C=C\C(=O)[O-])(=O)OC methyl (2e)-but-2-enedioate